C12CN(CC(CC1)N2)C=2OC1=C(N2)C(=C(C=C1C=1SC=CN1)C(C)OC)C(F)(F)F 2-(3,8-diazabicyclo[3.2.1]octan-3-yl)-5-(1-methoxyethyl)-7-(thiazol-2-yl)-4-(trifluoromethyl)benzo[d]oxazole